[8-acetyl-2-(3-azabicyclo[3.1.0]hexan-3-yl)-3-methyl-4-oxoquinazolin-6-yl]boronic acid C(C)(=O)C=1C=C(C=C2C(N(C(=NC12)N1CC2CC2C1)C)=O)B(O)O